(Z)-S-(2-(N-((4-amino-2-methylpyrimidin-5-yl)methyl)formamido)-5-hydroxypent-2-en-3-yl) 2-(naphthalen-1-yloxy)benzothioate C1(=CC=CC2=CC=CC=C12)OC1=C(C(S\C(=C(\C)/N(C=O)CC=2C(=NC(=NC2)C)N)\CCO)=O)C=CC=C1